CN1N=C(C2=C1C(NN=C2C)=O)C 1,3,4-trimethyl-1,6-dihydro-7H-pyrazolo[3,4-d]pyridazin-7-one